C12COCC(N1C(=O)N1[C@H](C(NC3=C(C1)C=CC=C3)=O)[C@@H](C)CC)C2 (3S)-4-(3-oxa-6-azabicyclo[3.1.1]heptane-6-carbonyl)-3-((S)-sec-butyl)-1,3,4,5-tetrahydro-2H-benzo[e][1,4]diazepin-2-one